CCCCC(=O)C1=CC=C(C=C1)N1CCOCC1 4-methyl-1-[4-(4-morpholinyl)phenyl]-1-butanone